BrC=1C=CC(=C2C(=C(C(=NC12)S(=O)CC1=NOC(=C1)C)C(C)=O)Cl)Cl 1-(8-bromo-4,5-dichloro-2-(((5-methylisoxazol-3-yl)methyl)sulfinyl)quinolin-3-yl)ethanone